C(C)(C)(C)SC1=CC=CC2=CC(=CC=C12)C1=CC=CC=C1 Tert-butyl-(6-phenylnaphthalen-1-yl)sulfane